ClC1=C(C(=CC=C1)F)C1=NOC(=C1C(=O)Cl)C 3-(2-chloro-6-fluorophenyl)-5-methylisoxazole-4-carbonyl chloride